1-(2-chlorobenzoyl)cyclopentane-1-carboxylic acid ClC1=C(C(=O)C2(CCCC2)C(=O)O)C=CC=C1